FC1=CC(=CC=2C3=C(NC12)CCN(C3)C(=O)C3=NNC(=C3)C(F)(F)F)OC (6-fluoro-8-methoxy-1,3,4,5-tetrahydropyrido[4,3-b]indol-2-yl)-[5-(trifluoromethyl)-1H-pyrazol-3-yl]methanone